C1(CCCCC1)NC1CCCCC1.C(C1=CC=CC=C1)OC=1C=C(C=CC1OCC1=CC=CC=C1)C=1C=C(CO[C@](N=C=O)(CO)C(=O)O)C=CC1 3-(3,4-dibenzyloxyphenyl)-N-carbonylbenzyloxyserine dicyclohexylamine salt